C(C)[C@@H]1COCC=2CN3CC=4C(=NC=5C=CC(=CC5C4CC)O)C3=CC21 (4S)-4,11-diethyl-3,4,12,14-tetrahydro-9-hydroxy-1H-pyrano[3',4':6,7]indolizino[1,2-b]quinoline